3-(5-(4-((1-(4-(4-amino-3-(4-phenoxyphenyl)-1H-pyrazolo[3,4-d]pyrimidin-1-yl)piperidine-1-carbonyl)piperidin-4-yl)methyl)piperazin-1-yl)-1-oxoisoindolin-2-yl)piperidine-2,6-dione NC1=C2C(=NC=N1)N(N=C2C2=CC=C(C=C2)OC2=CC=CC=C2)C2CCN(CC2)C(=O)N2CCC(CC2)CN2CCN(CC2)C=2C=C1CN(C(C1=CC2)=O)C2C(NC(CC2)=O)=O